C(C)(C)N1C(CN2C(CC1)=CC=N2)=O 6-isopropyl-5,6-dihydro-4H-pyrazolo[1,5-d][1,4]diazepin-7(8H)-one